1-(1-(3-chlorophenyl)pent-1-yn-3-yl)-4-(5-(difluoromethyl)-1,3,4-oxadiazol-2-yl)pyridin-2(1H)-one ClC=1C=C(C=CC1)C#CC(CC)N1C(C=C(C=C1)C=1OC(=NN1)C(F)F)=O